methylaminobutylaminolead iodide CNCCCCN[Pb]I